(S)-2-chloro-4-(8-(6-fluoronicotinoyl)-3-methyl-2,8-diazaspiro[4.5]dec-2-yl)benzonitrile ClC1=C(C#N)C=CC(=C1)N1CC2(C[C@@H]1C)CCN(CC2)C(C2=CN=C(C=C2)F)=O